C(C)(=O)NNC1=CC(=NC=N1)OC=1C=C(C(=O)NC2=CC(=C(C=C2)CN2CCN(CC2)CC)C(F)(F)F)C=CC1C 3-((6-(2-acetylhydrazinyl)pyrimidin-4-yl)oxy)-N-(4-((4-ethylpiperazin-1-yl)methyl)-3-(trifluoro-methyl)phenyl)-4-methylbenzamide